6-naphthaleneisophthalamide C1=CC=CC2=CC(=CC=C12)C1=CC=C(C=C1C(=O)N)C(=O)N